OC(CCCOC1=CC2=C(C(=C1)OC)[C@]1([C@]([C@@H]([C@H]3NC(O[C@H]31)=O)C3=CC=CC=C3)(O2)C2=CC=C(C=C2)OC)O)CO |r| rac-(3aR,4R,4aR,9bS,9cR)-7-((4,5-dihydroxypentyl)oxy)-9b-hydroxy-9-methoxy-4a-(4-methoxyphenyl)-4-phenyl-3,3a,4,4a,9b,9c-hexahydro-2H-benzofuro[3',2':3,4]cyclopenta[1,2-d]oxazol-2-one